OC1(CCC(CC1)CNN1C=NC2=C1C=C(C=C2S(=O)(=O)N)[N+](=O)[O-])C ((((1r,4r)-4-hydroxy-4-methylcyclohexyl)methyl)amino)-6-nitro-1H-benzo[d]imidazole-4-sulfonamide